C1(=CC=CC=C1)C1(C=CC2=C(O1)C1=CC=CC=C1C(=C2C2=CC=CC=C2)C(=O)OCC)C2=CC=CC=C2 2,2,5-triphenyl-6-ethoxycarbonyl-2H-naphtho[1,2-b]pyran